NCCC(O[Si](C)(C)CCCN)CCN aminoethyl-aminoethyl-aminopropyl-dimethyl-methoxysilane